tert-Butyl 4-(5,6,7,8-tetrahydroquinolin-4-yl)piperidine-1-carboxylate N1=CC=C(C=2CCCCC12)C1CCN(CC1)C(=O)OC(C)(C)C